ClC(=O)OCC(Cl)(Cl)Cl trichloroethyl chloroformate